ClC(CC(=O)O)C 3-CHLOROBUTYRIC ACID